ClC1=CC(=C(C=C1C1(CC1)C)C#CC1(CC1)NC(=O)N1CCNCC1)OC N-(1-((4-chloro-2-methoxy-5-(1-methylcyclopropyl)phenyl)ethynyl)-cyclopropyl)piperazine-1-carboxamide